C(C)(C)(C)NC1=NC=C(C(=N1)NCCC1N(CCC1)C(=O)OC(C)(C)C)[N+](=O)[O-] tert-Butyl 2-(2-((2-(tert-butylamino)-5-nitropyrimidin-4-yl)amino)ethyl)pyrrolidine-1-carboxylate